2-(3-bromo-5-chloro-4-fluoro-2-isopropoxyphenyl)propanenitrile BrC=1C(=C(C=C(C1F)Cl)C(C#N)C)OC(C)C